Cl.FC(C1=CC=CC=C1C#N)(F)F 6-(trifluoromethyl)benzonitrile hydrochloride